BrC1=CC2=C(NC(C=3CCNCC23)=O)C(=C1)F 9-bromo-7-fluoro-2,3,4,6-tetrahydrobenzo[C][2,6]naphthyridin-5(1H)-one